5-bromo-N2-(1-cyclopropyl-3-methyl-indazol-5-yl)-N4-(2-dimethylphosphorylphenyl)pyrimidine-2,4-diamine BrC=1C(=NC(=NC1)NC=1C=C2C(=NN(C2=CC1)C1CC1)C)NC1=C(C=CC=C1)P(=O)(C)C